N-phenyl-N'-(1,3-dimethylbutyl)p-phenylenediamine C1(=CC=CC=C1)NC1=CC=C(C=C1)NC(CC(C)C)C